ETHYL ((((2R,3S,4R,5R)-5-(3,5-DIOXO-4,5-DIHYDRO-1,2,4-TRIAZIN-2(3H)-YL)-3,4-DIHYDROXYTETRAHYDROFURAN-2-YL)METHOXY)-(PHENOXY)PHOSPHORYL)-L-ALANINATE O=C1N(N=CC(N1)=O)[C@H]1[C@@H]([C@@H]([C@H](O1)COP(=O)(OC1=CC=CC=C1)N[C@@H](C)C(=O)OCC)O)O